ClC=1C(=NC2=CC=CC=C2C1)C(=O)N 3-chloroquinolin-2-carboxamide